4-fluoro-2-(6-{methyl-[(1R,3S,5S)-9-azabicyclo[3.3.1]nonan-3-yl]amino}pyridazin-3-yl)-5-(1H-pyrazol-4-yl)phenol FC1=CC(=C(C=C1C=1C=NNC1)O)C=1N=NC(=CC1)N(C1C[C@H]2CCC[C@@H](C1)N2)C